ClC=1C=C2C(=NC=NC2=C(C1)OC(F)F)N[C@@H](C)C=1N(N=CN1)C=1SC(=CN1)C(F)F 6-chloro-8-(difluoromethoxy)-N-[(1S)-1-[2-[5-(difluoromethyl)thiazol-2-yl]-1,2,4-triazol-3-yl]ethyl]quinazolin-4-amine